2-({4-[N-(4-Fluorobicyclo[4.2.0]octa-1,3,5-trien-7-yl)-N'-hydroxycarbamimidoyl]-1,2,5-oxadiazol-3-yl}oxy)-N-(2-hydroxyethyl)propanamid FC1=CC=C2CC(C2=C1)NC(=NO)C=1C(=NON1)OC(C(=O)NCCO)C